C(C)(C)(C)OC(=O)N[C@H](C(=O)O)[C@@H](C)OC=1C(=NC=CC1)[N+](=O)[O-] (2S,3R)-2-(tert-Butoxycarbonylamino)-3-(2-nitropyridin-3-yloxy)-butanoic acid